C1(CCCC1)C1=NC2=NC=NC(=C2N1)C(=O)NCC1=CC(=CC(=C1)C=1C=NN(C1)C=1C=NC(=CC1)OC)F 8-Cyclopentyl-N-(3-fluoro-5-(1-(6-methoxypyridin-3-yl)-1H-pyrazol-4-yl)benzyl)-7H-purine-6-carBoxamide